4-(3-(2-bromoacetyl)-2-methyl-5-(trifluoromethyl)-1H-pyrrol-1-yl)benzonitrile BrCC(=O)C1=C(N(C(=C1)C(F)(F)F)C1=CC=C(C#N)C=C1)C